F[C@@H]1C[C@@]2(CCCN2C1)COC=1N=C(C2=C(N1)C(=C(N=C2)C2=CC(=CC1=CC=C(C(=C21)C#C)F)O)F)N2CCC(CC2)(O)C 1-(2-{[(2r,7as)-2-fluoro-hexahydro-1H-pyrrolizin-7a-yl]methoxy}-7-(8-ethynyl-7-fluoro-3-hydroxynaphthalen-1-yl)-8-fluoropyrido[4,3-d]pyrimidin-4-yl)-4-methylpiperidin-4-ol